(2E)-(9-chloro-2-nonenyl)triphenylphosphonium bromide [Br-].ClCCCCCC/C=C/C[P+](C1=CC=CC=C1)(C1=CC=CC=C1)C1=CC=CC=C1